1-(4-chloro-3-fluorophenyl)-9-(1-(4-fluorophenyl)-1H-pyrazol-3-yl)-1,9-diazaspiro[5.5]undecan-2-one ClC1=C(C=C(C=C1)N1C(CCCC12CCN(CC2)C2=NN(C=C2)C2=CC=C(C=C2)F)=O)F